FC(C1=CC=C(C=N1)C(C)=O)F 1-[6-(difluoromethyl)pyridin-3-yl]Ethan-1-one